ClC=1C=C(C=CC1F)NC(N(CC1CCOCC1)[C@H](C)C1=CNC(C2=CC=CC=C12)=O)=O |r| Racemic-3-(3-chloro-4-fluorophenyl)-1-(1-(1-oxo-1,2-dihydroisoquinolin-4-yl)ethyl)-1-((tetrahydro-2H-pyran-4-yl)methyl)urea